CN(C)COC(C1=CC=C(C=C1)F)=O ((dimethylamino) methyl)-4-fluorobenzoate